N-cyclopropyl-2-(4-cyclopropyl-6-methoxypyrimidin-5-yl)-N-(4-(1-isopropyl-4-(trifluoromethyl)-1H-imidazol-2-yl)benzyl)-7H-purin-6-amine C1(CC1)N(C1=C2NC=NC2=NC(=N1)C=1C(=NC=NC1OC)C1CC1)CC1=CC=C(C=C1)C=1N(C=C(N1)C(F)(F)F)C(C)C